COC1=CC=2N(C=C1C(=O)NC1=CC=C(C=N1)N1C[C@H](N([C@H](C1)C)C(=O)OC(C)(C)C)C)C=C(N2)C tert-butyl (2R,6S)-4-(6-(7-methoxy-2-methylimidazo[1,2-a]pyridine-6-carboxamido)pyridin-3-yl)-2,6-dimethylpiperazine-1-carboxylate